2-(((2-bromopyridin-4-yl)amino)methyl)-6-cyclopropylimidazo[1,2-a]pyridine-8-carbonitrile BrC1=NC=CC(=C1)NCC=1N=C2N(C=C(C=C2C#N)C2CC2)C1